FC1=CC(=C2C=C(NC(C2=C1)=O)CCC(N1CCC(CC1)NC1=CC=C(C=C1)C(F)(F)F)=O)C 7-fluoro-5-methyl-3-(3-oxo-3-(4-((4-(trifluoromethyl)phenyl)amino)piperidin-1-yl)propyl)isoquinolin-1(2H)-one